C(C1=CC=CC=C1)N1N=C(N=C1)C(=O)N[C@@H]1C(N([C@H]2[C@H]([C@H]2CC1)C(=O)OCC)C)=O ethyl (1R,4S,7R,8S)-4-(1-benzyl-1H-1,2,4-triazole-3-carboxamido)-2-methyl-3-oxo-2-azabicyclo[5.1.0]octane-8-carboxylate